2-((1R,2S)-1-(2-chlorophenyl)-1-(1-methyl-1H-pyrazol-4-yl)propan-2-yl)-5-hydroxy-N-(isoxazol-4-yl)-1-methyl-6-oxo-1,6-dihydropyrimidine-4-carboxamide ClC1=C(C=CC=C1)[C@H]([C@H](C)C=1N(C(C(=C(N1)C(=O)NC=1C=NOC1)O)=O)C)C=1C=NN(C1)C